Cl.NC/C(/CN1N=CN(C1=O)C1=CC(=CC=C1)C=1C=NC(=C(C1)C(F)(F)F)OC)=C\F 2-[(2E)-2-(aminomethyl)-3-fluoroprop-2-en-1-yl]-4-{3-[6-methoxy-5-(trifluoromethyl)pyridin-3-yl]phenyl}-2,4-dihydro-3H-1,2,4-triazol-3-one hydrochloride